4-(((1r,4r)-4-(3-(3-fluoro-4-(trifluoromethoxy)phenyl)ureido)cyclohexyl)oxy)phenol FC=1C=C(C=CC1OC(F)(F)F)NC(NC1CCC(CC1)OC1=CC=C(C=C1)O)=O